O1C(=CC2=C1C=CC=C2)C=2C(=NC(=NC2)Cl)Cl (benzofuran-2-yl)-2,4-dichloropyrimidine